C(C)N1C[C@@H](CCC1)NC=1OC=2C(=NC(=CC2)C2=C(C#N)C=CC=C2O)N1 2-[2-[[(3R)-1-Ethyl-3-piperidyl]amino]oxazolo[4,5-b]pyridin-5-yl]-3-hydroxy-benzonitrile